OC1=C(C=C(C=C1C(C)(C)C)CCOC(C(=C)C)=O)N1N=C2C(=N1)C=CC(=C2)Cl 2-(2'-hydroxy-3'-tert-butyl-5'-methacryloyloxyethylphenyl)-5-chloro-2H-benzotriazole